4-((1-(3-(difluoro(tetrahydrofuran-3-yl)methyl)-2-fluorophenyl)ethyl)amino)-6-(1,1-dioxidotetrahydro-2H-thiopyran-4-yl)-2-methylpyrido[2,3-d]pyrimidin-7(8H)-one FC(C=1C(=C(C=CC1)C(C)NC=1C2=C(N=C(N1)C)NC(C(=C2)C2CCS(CC2)(=O)=O)=O)F)(C2COCC2)F